(7-(4-(4-(benzo[b]thiophen-4-yl)piperazin-1-yl)butoxy)-2-oxoquinolin-1(2H)-yl)methyl 2,2-dimethyloctanoate CC(C(=O)OCN1C(C=CC2=CC=C(C=C12)OCCCCN1CCN(CC1)C1=CC=CC=2SC=CC21)=O)(CCCCCC)C